C(N)(OC1N(CCCC1)O)=O N-hydroxypiperidinyl carbamate